4-(5-Chloro-2-vinylpyrimidin-4-yl)-1-(tetrahydro-2H-pyran-2-yl)-1H-indazole ClC=1C(=NC(=NC1)C=C)C1=C2C=NN(C2=CC=C1)C1OCCCC1